4-methyl-1-heptanol acrylate C(C=C)(=O)OCCCC(CCC)C